methyl-3-((5-cyclohexyl-4-methyl-5-((4-methylphenyl)sulfonamido)pentyl)carbamoyl)-bicyclo[1.1.1]pentane-1-carboxylate COC(=O)C12CC(C1)(C2)C(NCCCC(C(NS(=O)(=O)C2=CC=C(C=C2)C)C2CCCCC2)C)=O